[(Z)-[amino-[5-[[4-(N,S-dimethylsulfonimidoyl)-6,7-difluoro-1H-indol-5-yl]oxy]-2-fluoro-phenyl]methylene]amino] acetate C(C)(=O)O\N=C(\C1=C(C=CC(=C1)OC=1C(=C2C=CNC2=C(C1F)F)S(=O)(=NC)C)F)/N